Methyl 6-chloro-3-[[(1R)-1-(2-chloro-3,6-dimethyl-4-oxo-chromen-8-yl)-ethyl]amino]pyridine-2-carboxylate ClC1=CC=C(C(=N1)C(=O)OC)N[C@H](C)C=1C=C(C=C2C(C(=C(OC12)Cl)C)=O)C